CNC(\C=C/C(=O)O)=O n-methyl-maleic acid monoamide